C1(=CC=CC=C1)N1N=C2C=CC=CC2=C1C1=CC=C(C=C1)C(F)(F)F 2-Phenyl-3-(4-(trifluoromethyl)Phenyl)-2H-indazole